(S)-(1-((2-methylmorpholino)methyl)cyclopropyl)methanol trimethylenedipicolinate platinum chloride [Pt+2](Cl)Cl.N1=C(C(=CC=C1)CCCC=1C(=NC=CC1)C(=O)[O-])C(=O)[O-].C[C@@H]1OCCN(C1)CC1(CC1)CO